3-carbamoyl-3-(4-iodo-phenylamino)-cyclobutanecarboxylic acid methyl ester COC(=O)C1CC(C1)(NC1=CC=C(C=C1)I)C(N)=O